NC([C@H](C[C@H]1C(NCC1)=O)NC([C@H](CC1CCCCC1)NC(O)=O)=O)=O.FC(F)(F)N1CCCC1 (trifluoromethyl)pyrrolidine ((S)-1-(((S)-1-amino-1-oxo-3-((S)-2-oxopyrrolidin-3-yl)propan-2-yl)amino)-3-cyclohexyl-1-oxopropan-2-yl)carbamate